BrC=1C=C(C=CC1)C1=NN(C(=C1CC1=CC(=C(C=C1)S(N)(=O)=O)F)CC1CC1)C=1SC=C(N1)C(=O)OCC ethyl 2-(3-(3-bromophenyl)-5-(cyclopropylmethyl)-4-(3-fluoro-4-sulfamoylbenzyl)-1H-pyrazol-1-yl)thiazole-4-carboxylate